C(C1=CC=CC=C1)SC1=C(C=C(C=C1)[N+](=O)[O-])OC benzyl-(2-methoxy-4-nitrophenyl)sulfane